C(C)OC([C@H](C)N(C(=O)C1=CC(=C2COCCN21)C(N[C@H](CC)C2=CC=CC=C2)=O)C)=O (S)-2-{methyl-[8-((R)-1-phenyl-propylcarbamoyl)-3,4-dihydro-1H-pyrrolo[2,1-c][1,4]oxazine-6-carbonyl]-amino}-propionic acid ethyl ester